2-Amino-N-{1-[8-chloro-5-(4-fluoropiperidin-1-yl)imidazo[1,5-a]pyridin-6-yl]ethyl}pyrazolo[1,5-a]pyrimidine-3-carboxamide NC1=NN2C(N=CC=C2)=C1C(=O)NC(C)C=1C=C(C=2N(C1N1CCC(CC1)F)C=NC2)Cl